phenethyl-triphenyl-phosphonium C(CC1=CC=CC=C1)[P+](C1=CC=CC=C1)(C1=CC=CC=C1)C1=CC=CC=C1